2,4-dihydroxybenzoic acid N-(4-hydroxy-3-methoxybenzyl) amide monosodium salt [Na].OC1=C(C=C(CNC(C2=C(C=C(C=C2)O)O)=O)C=C1)OC